FC1=C(C=CC=C1CN1C(OC2=C([C@H]1C)C(=CC(=C2)OC=2N=NC=CC2)F)=O)NS(=O)(=O)C2CC2 (R)-N-(2-fluoro-3-((5-fluoro-4-methyl-2-oxo-7-(pyridazin-3-yloxy)-2H-benzo[e][1,3]oxazin-3(4H)-yl)methyl)phenyl)cyclopropanesulfonamide